1-methyl-3-(piperidin-3-yl)-1,3-dihydro-2H-benzo[d]imidazol-2-one hydrochloride Cl.CN1C(N(C2=C1C=CC=C2)C2CNCCC2)=O